OC1=C(C=CC=C1)C1=CC(=CN=N1)N1CCC(CC1)(C(=O)OC)C1=CC=NC=C1 methyl 1-(6-(2-hydroxyphenyl)pyridazin-4-yl)-4-(pyridin-4-yl)piperidine-4-carboxylate